3-methyl-1-(3-phenylpropyl)-1H-benzo[g]indazole-4,5-dione CC1=NN(C=2C3=C(C(C(C12)=O)=O)C=CC=C3)CCCC3=CC=CC=C3